(5S)-14-(aminomethyl)-5-ethyl-5-hydroxy-7,18,20-trioxa-11,24-diazahexacyclo[11.11.0.02,11.04,9.015,23.017,21]tetracosa-1(13),2,4(9),14,16,21,23-heptaene-6,10-dione NCC=1C=2CN3C(C=4COC([C@](C4C=C3C2N=C2C=C3OCOC3=CC12)(O)CC)=O)=O